OCCNC(O[C@@H]1CC[C@H](CC1)C(N(C[C@@H]1CC[C@H](CC1)C1=CC(=C(C=C1)OC)C)C1=NC=CC(=C1)C=1C=NN(C1)C1CC1)=O)=O trans-4-((4-(1-Cyclopropyl-1H-pyrazol-4-yl)pyridin-2-yl)-((trans-4-(4-methoxy-3-methylphenyl)-cyclohexyl)methyl)-carbamoyl)cyclohexyl (2-hydroxy-ethyl)carbamate